4-aminobutyl (2-((8S,9S,10R,11S,13S,14S,17R)-11,17-dihydroxy-10,13-dimethyl-3-oxo-6,7,8,9,10,11,12,13,14,15,16,17-dodecahydro-3H-cyclopenta[a]phenanthren-17-yl)-2-oxoethyl) carbonate C(OCCCCN)(OCC(=O)[C@]1(CC[C@H]2[C@@H]3CCC4=CC(C=C[C@@]4([C@H]3[C@H](C[C@]12C)O)C)=O)O)=O